4-(difluoromethoxy)-2-isopropylaniline FC(OC1=CC(=C(N)C=C1)C(C)C)F